CN(S(=O)(=O)C=1C=C2N=CC(N(C2=CC1)C)=O)[C@@H](C(F)(F)F)C1=CC=C(C=C1)F (R)-N,1-dimethyl-2-oxo-N-(2,2,2-trifluoro-1-(4-fluorophenyl)ethyl)-1,2-dihydroquinoxaline-6-sulfonamide